2,2-dimethoxy-7-azaspiro[3.5]Nonane COC1(CC2(C1)CCNCC2)OC